ClC1=C(OC2CC3(CN(C3)C(CC[C@H]3NC(OC3)=O)=O)C2)C=CC(=C1)F (4R)-4-[3-[6-(2-chloro-4-fluoro-phenoxy)-2-azaspiro[3.3]heptan-2-yl]-3-oxo-propyl]oxazolidin-2-one